C(#N)C1=C(OC2=CC=C3N=CC(=NC3=C2)C2CCC3(C2)CCN(CC3)C(CN3CCC(CC3)C3=C(C=C(C=C3)NC3C(NC(CC3)=O)=O)F)=O)C(=CC=C1NS(N(C)CC)(=O)=O)F 7-[2-cyano-3-[[ethyl(methyl)sulfamoyl]amino]-6-fluoro-phenoxy]-2-[8-[2-[4-[4-[(2,6-dioxo-3-piperidyl)amino]-2-fluoro-phenyl]-1-piperidyl]acetyl]-8-azaspiro[4.5]decan-3-yl]quinoxaline